C(N)(=N)C=1C=C(SC1)[C@H](C)NC(=O)[C@H]1N(CC2(OCCO2)C1)C(CNC(C1=CC=C(C=C1)C1=NC=C(C=C1)Cl)=O)=O (S)-N-((S)-1-(4-carbamimidoylthiophen-2-yl)ethyl)-7-((4-(5-chloropyridin-2-yl)benzoyl)glycyl)-1,4-dioxa-7-azaspiro[4.4]nonane-8-carboxamide